FC=1C=C(CC#N)C=C(C1F)F 3,4,5-trifluorobenzyl cyanide